C(C1=CC=CC=C1)N1C(=C(C(C1=O)(C)C)C(=O)OCC)C(=O)OCC diethyl 1-benzyl-4,4-dimethyl-5-oxo-4,5-dihydro-1H-pyrrole-2,3-dicarboxylate